N-[2-[4-(hydroxymethyl)cyclohexyl]-6-isopropenyl-indazol-5-yl]-6-(trifluoromethyl)pyridine-2-carboxamide OCC1CCC(CC1)N1N=C2C=C(C(=CC2=C1)NC(=O)C1=NC(=CC=C1)C(F)(F)F)C(=C)C